FC=1C(=C(C=C(C1)CC1=CN=CO1)C(C(=O)O)N1C[C@@H](CC1)OCCCCCC1=NC=2NCCCC2C=C1)OC 2-(3-fluoro-2-methoxy-5-(oxazol-5-ylmethyl)phenyl)-2-((R)-3-((5-(5,6,7,8-tetrahydro-1,8-naphthyridin-2-yl)pentyl)oxy)pyrrolidin-1-yl)acetic acid